3-bromo-2-(difluoromethoxy)-6-(ethylsulfonyl)pyridine BrC=1C(=NC(=CC1)S(=O)(=O)CC)OC(F)F